N-(1-hydroxybut-2-yl)-6-(4-methylphenyl)-2-(1-methyl-1H-pyrazol-4-yl)-3-oxo-2,3-dihydropyridazine-4-carboxamide OCC(CC)NC(=O)C=1C(N(N=C(C1)C1=CC=C(C=C1)C)C=1C=NN(C1)C)=O